C(CCCCCCCCC(=O)OCCCCCCCC\C=C/CCCCCCCC)(=O)OCCCCCCCC\C=C/CCCCCCCC dioleyl sebacate